1-(3-amino-6-(2-hydroxyphenyl)pyridazine-4-yl)piperidine-4-carboxylic acid NC=1N=NC(=CC1N1CCC(CC1)C(=O)O)C1=C(C=CC=C1)O